C1=CC(=CC=C1CN)S(F)(F)(F)(F)F 4-(pentafluorothio)benzylamine